FC=1C(=C(C=CC1)NC=1C(=NN2C1C(NCC2)=O)C2=C(C=NC=C2)NCC(C)(C)O)OC [(3-fluoro-2-methoxyphenyl)amino]-2-[3-[(2-hydroxy-2-methylpropyl)amino]pyridin-4-yl]-5H,6H,7H-pyrazolo[1,5-a]pyrazin-4-one